2-(2,2-Diethoxy-ethyl)-5-[1-(2-fluoro-6-methyl-phenyl)-piperidin-4-yl]-7-(2-trifluoromethyl-benzyl)-2,4,5,7-tetrahydro-pyrazolo[3,4-d]pyrimidin-6-on C(C)OC(CN1N=C2N(C(N(CC2=C1)C1CCN(CC1)C1=C(C=CC=C1C)F)=O)CC1=C(C=CC=C1)C(F)(F)F)OCC